ClCC(=O)NC1=C(C=CC(=C1)C)CC1=C(C=CC=C1)F 2-chloro-N-(2-(2-fluorobenzyl)-5-methylphenyl)acetamide